4-(4-amino-6-(4-methacrylamido-phenyl)-7-methyl-7H-pyrrolo[2,3-d]pyrimidin-5-yl)-N-(3,3-difluorocyclobutyl)-N-methylbenzamide NC=1C2=C(N=CN1)N(C(=C2C2=CC=C(C(=O)N(C)C1CC(C1)(F)F)C=C2)C2=CC=C(C=C2)NC(C(=C)C)=O)C